1-(6-((4-(6-(1H-imidazol-2-yl)-2-methylpyridin-3-yl)piperidin-1-yl)methyl)-5-fluoropyrimidin-4-yl)-3-ethylurea N1C(=NC=C1)C1=CC=C(C(=N1)C)C1CCN(CC1)CC1=C(C(=NC=N1)NC(=O)NCC)F